C(C)OC1=C(C=CC(=C1)C1=NC=NC(=C1)NCCN1C(=CC2=C(C=CC(=C12)F)OC)C)NC(C(=O)O)C 2-(2-Ethoxy-4-{6-[2-(7-fluoro-4-methoxy-2-methyl-indol-1-yl)-ethylamino]-pyrimidin-4-yl}-phenylamino)-propionic acid